[N-]=C=O.[N-]=C=O.C(C1CCC(CC1)N=C=O)C1CCC(CC1)N=C=O methylenedi(4-isocyanatocyclohexane) diisocyanate